3-oxapentane-1,5-diamine C(COCCN)N